6-(1'-Cyclopropyl-[1,4'-bipiperidin]-4-yl)-1,4-dimethyl-2-(4-(methylsulfonyl)phenyl)-1H-benzo[d]imidazol C1(CC1)N1CCC(CC1)N1CCC(CC1)C=1C=C(C2=C(N(C(=N2)C2=CC=C(C=C2)S(=O)(=O)C)C)C1)C